CC1=C(C(=CC(=C1)C#CC)C)C1C(CC2(CC1=O)CCC(CC2)CC(=O)N)=O [3-(2,6-dimethyl-4-prop-1-ynyl-phenyl)-2,4-dioxo-spiro[5.5]undec-9-yl]acetamide